17α-acetoxy-6β,11β-dihydroxy-6α-methylpregn-4-ene-3,20-dione C(C)(=O)O[C@]1(C(C)=O)CC[C@H]2[C@@H]3C[C@@](C4=CC(CC[C@]4(C)[C@H]3[C@H](C[C@]12C)O)=O)(C)O